2-(2,6-dioxopiperidin-3-yl)-5-(2-((1R,5S,6r)-6-(hydroxymethyl)-3-azabicyclo[3.1.0]hexan-3-yl)-5,7-dihydro-6H-pyrrolo[3,4-d]pyrimidin-6-yl)isoindoline-1,3-dione O=C1NC(CCC1N1C(C2=CC=C(C=C2C1=O)N1CC=2N=C(N=CC2C1)N1C[C@H]2C([C@H]2C1)CO)=O)=O